NC1=C(N(N=C1C(F)F)CC1=CC=C(C=C1)OC)C1=C(C=NC(=C1)Br)N 4-[4-amino-5-(difluoromethyl)-2-[(4-methoxyphenyl)methyl]pyrazol-3-yl]-6-bromo-pyridin-3-amine